tert-butyl-3-mercaptoazetidine C(C)(C)(C)N1CC(C1)S